[Cl-].C[C@@H]1C[NH2+]C[C@H](C1)C trans-3,5-dimethylpiperidin-1-ium chloride